1-[(2S)-oxetan-2-yl]methanamine O1[C@@H](CC1)CN